[Na+].N(=NC(CCC(=O)[O-])(C)C#N)C(CCC(=O)[O-])(C)C#N.[Na+] 4,4'-azo-bis(4-cyanopentanoic acid) sodium salt